N1=NC=C(C=C1)NC(OC[C@@H]1OC2=C(C1)C1=C(N=C(S1)C1=C3N=CC(=NC3=CC(=C1)C)OC)C=C2F)=O (R)-(5-fluoro-2-(2-methoxy-7-methylquinoxalin-5-yl)-7,8-dihydrobenzofuro[5,4-d]thiazol-7-yl)methyl pyridazin-4-ylcarbamate